6-bromo-N-(4-((5-methoxy-2-(piperazin-1-yl)pyrimidin-4-yl)amino)-2,5-dimethylphenyl)picolinamide BrC1=CC=CC(=N1)C(=O)NC1=C(C=C(C(=C1)C)NC1=NC(=NC=C1OC)N1CCNCC1)C